ClC(C(=O)NC=1C(=C2C(=NC1)N(C(=C2C2=CC=C(C=C2)C(N(C)C)=O)C=2C=NN(C2)C)S(=O)(=O)C2=CC=CC=C2)C=O)P(OCC)(OCC)=O diethyl (1-chloro-2-((3-(4-(dimethylcarbamoyl)phenyl)-4-formyl-2-(1-methyl-1H-pyrazol-4-yl)-1-(phenylsulfonyl)-1H-pyrrolo[2,3-b]pyridin-5-yl)amino)-2-oxoethyl)phosphonate